[Ru](I)(I)I.C(C)(C)C1=CC=C(C)C=C1 (4-isopropyl-toluene) ruthenium iodide